Cl.N[C@@H](C(=O)N)C R-2-aminopropanamide hydrochloride